C1(CC1)C=1OC(=NN1)I 2-Cyclopropyl-5-iodo-1,3,4-oxadiazole